Methyl 2-[acetyl(cyclopropylmethyl)amino]-5-[5-[2-(2-chloro-4-pyridyl)ethylcarbamoyl]-2-pyridyl]benzoate C(C)(=O)N(C1=C(C(=O)OC)C=C(C=C1)C1=NC=C(C=C1)C(NCCC1=CC(=NC=C1)Cl)=O)CC1CC1